4-[(4-chlorophenyl)-fluoro-methyl]-3-fluoro-5-(triazol-2-yl)pyridine ethyl-3-(7-((4-methyl-3-(methylsulfonyl)benzamido)methyl)-1,6-naphthyridin-2-yl)cyclobutane-1-carboxylate C(C)OC(=O)C1CC(C1)C1=NC2=CC(=NC=C2C=C1)CNC(C1=CC(=C(C=C1)C)S(=O)(=O)C)=O.ClC1=CC=C(C=C1)C(C1=C(C=NC=C1N1N=CC=N1)F)F